N-(1-(1H-imidazol-1-yl)-2-methylpropan-1-en-1-yl)-4-chloroaniline N1(C=NC=C1)C(=C(C)C)NC1=CC=C(C=C1)Cl